C(O[C@@H]1[C@](O[C@H]([C@@H]1OC(OC(C)C)=O)C1=CC=C2C(=NC=NN21)N)(COC(=O)OC(C)C)C#N)(OC(C)C)=O (2R,3S,4S,5S)-5-(4-aminopyrrolo[2,1-f][1,2,4]triazin-7-yl)-2-cyano-2-(((isopropoxycarbonyl)oxy)methyl)tetrahydrofuran-3,4-diyl diisopropyl bis(carbonate)